cobalt n-decanoate C(CCCCCCCCC)(=O)[O-].[Co+2].C(CCCCCCCCC)(=O)[O-]